(S)-N-(1-(4-cyanothiazol-2-yl)ethyl)-2-(5,6-difluoro-2-oxo-1,2-dihydroquinolin-3-yl)acetamide C(#N)C=1N=C(SC1)[C@H](C)NC(CC=1C(NC2=CC=C(C(=C2C1)F)F)=O)=O